(2S,4R)-2-phenylpiperidin C1(=CC=CC=C1)[C@H]1NCCCC1